C(C=1C(O)=CC=CC1)(N)N salicylidenediamine